ClC1=C(C=C(C=C1)NC(=O)[C@@H]1C([C@H]1C1=CC(=CC(=C1)Cl)Cl)(Cl)Cl)NC(C1=CC(=C(C=C1)F)C(F)(F)F)=O |r| trans-rac-N-(2-Chloro-5-(2,2-dichloro-3-(3,5-dichlorophenyl)cyclopropane-1-carboxamido)phenyl)-4-fluoro-3-(trifluoromethyl)benzamide